10-(3-chlorophenyl)-2-phenylphenanthrene ClC=1C=C(C=CC1)C1=CC2=CC=CC=C2C=2C=CC(=CC12)C1=CC=CC=C1